5-chloro-4-(difluoro-methoxy)-2-fluorobenzonitrile ClC=1C(=CC(=C(C#N)C1)F)OC(F)F